N1=C(N=CC=C1)S[C@@H]1C[C@H](C1)C(=O)OC methyl (trans)-3-(pyrimidin-2-ylthio)cyclobutane-1-carboxylate